(R)-1'-(6-((2-amino-3-chloropyridin-4-yl)thio)pyrido[2,3-b]pyrazin-2-yl)-2-methyl-5,7-dihydrospiro[cyclopenta[b]pyridin-6,4'-piperidin]-5-amine NC1=NC=CC(=C1Cl)SC=1C=CC=2C(=NC=C(N2)N2CCC3(CC2)[C@H](C=2C(=NC(=CC2)C)C3)N)N1